Cl.Cl.N[C@H](C(=O)NC1=CC=C(C=C1)C1=C(C=NC=C1)CO)C(C1=CC=CC=C1)C1=CC=CC=C1 (S)-2-amino-N-(4-(3-(hydroxymethyl)pyridin-4-yl)phenyl)-3,3-diphenylpropanamide dihydrochloride